C(C)(C)O[Si](C(C)C)(C(C)C)OC(C)C di-iso-propoxydi-iso-propylsilane